2,4,6-tris(1,1-dimethylethyl)-phenol CC(C)(C)C1=C(C(=CC(=C1)C(C)(C)C)C(C)(C)C)O